COC(C1=C(C(=CC(=C1)[N+](=O)[O-])OC)OC)=O 2,3-dimethoxy-5-nitro-benzoic acid methyl ester